C(C)OC[C@@]1(CN(CC1)CC=1C=NC=CC1)CCC1=C(C=CC=C1)C (S)-3-((3-(ethoxymethyl)-3-(2-methylphenethyl)pyrrolidin-1-yl)methyl)pyridine